The molecule is a C4-dicarboxylate resulting from deprotonation of both carboxy groups of malic acid. It has a role as a fundamental metabolite. It is a C4-dicarboxylate and a malate. It derives from a succinate(2-). It is a conjugate base of a malic acid. C(C(C(=O)[O-])O)C(=O)[O-]